C(CC(O)(C(=O)O)CC(=O)O)(=O)O.FC=1C(=NC(=CC1)F)C1=NN(C=C1NC(=O)C=1N=C(SC1)C=1C=NNC1)C1CCC(CC1)OCC.FC=1C(=NC(=CC1)F)C1=NN(C=C1NC(=O)C=1N=C(SC1)C=1C=NNC1)C1CCC(CC1)OCC N-(3-(3,6-difluoropyridin-2-yl)-1-((1r,4r)-4-ethoxycyclohexyl)-1H-pyrazol-4-yl)-2-(1H-pyrazol-4-yl)thiazole-4-carboxamide hemicitrate